chloro-N-methyl-N-(3-(1-(methylsulfonyl)-1H-pyrazol-4-yl)phenyl)-[1,2,4]triazolo[4,3-a]quinazolin-5-amine ClC1=NN=C2N1C1=CC=CC=C1C(=N2)N(C2=CC(=CC=C2)C=2C=NN(C2)S(=O)(=O)C)C